4-(5-Chloro-2-(4-chloro-1H-1,2,3-triazol-1-yl)phenyl)-2,5-dioxapiperazine ClC=1C=CC(=C(C1)N1CONCO1)N1N=NC(=C1)Cl